FC1=CC(=C(C=C1)N1N=C(C=C1)C(F)(F)F)[C@@H](C)OCC1=CC=C(C=C1)OC 1-(4-fluoro-2-((R)-1-((4-methoxybenzyl)oxy)ethyl)phenyl)-3-(trifluoromethyl)-1H-pyrazol